3-(((trifluoromethyl)sulfinyl)methyl)azetidine-1-carboxylic acid tert-butyl ester C(C)(C)(C)OC(=O)N1CC(C1)CS(=O)C(F)(F)F